S(=O)(=O)(O)O.OC(C(=O)O)C[C@@H](C)[C@H]1CC[C@H]2[C@@H]3CCC4CCCC[C@]4(C)[C@H]3CC[C@]12C Monohydroxycholanic acid sulfate